O=S1(CC2(C1)CC(C2)NC2=NC=CC(=N2)C2=CN=CS2)=O 5-(2-((2,2-dioxido-2-thiaspiro[3.3]heptan-6-yl)-amino)pyrimidin-4-yl)thiazol